samarium diphenylphosphonate C1(=CC=CC=C1)OP(OC1=CC=CC=C1)=O.[Sm]